COCCOC1=C(C=C(C=C1)C=1[C@@H](NC(NN1)=O)C)C(F)(F)F (5S)-6-[4-(2-methoxyethoxy)-3-(trifluoromethyl)phenyl]-5-methyl-4,5-dihydro-1,2,4-triazin-3(2H)-one